N(=[N+]=[N-])CCCC([C@@H]1[C@H]([C@H]([C@@H](O1)N1C(=O)NC(=O)C=C1)OC)O[Si](C1=CC=CC=C1)(C1=CC=CC=C1)C(C)(C)C)OCC1=CC=CC=C1 (R)-5'-C-Azidopropyl-5'-O-benzyl-3'-O-[(1,1-dimethylethyl)diphenylsilyl]-2'-O-methyl-uridine